2-(1-(4-((2,3-Dihydro-1H-inden-2-yl)oxy)benzylidene)-5-fluoro-2-methyl-1H-inden-3-yl)acetic acid C1C(CC2=CC=CC=C12)OC1=CC=C(C=C2C(=C(C3=CC(=CC=C23)F)CC(=O)O)C)C=C1